C1=CN(C(=O)NC1=O)C[C@@H](C(=O)[O-])[NH3+] The molecule is zwitterionic form of 3-(uracil-1-yl)-L-alanine having an anionic carboxy group and a protonated amino group. It is a tautomer of a 3-(uracil-1-yl)-L-alanine.